C(C)(=O)N1CCC(CC1)COC1=C(C=C2C(=NC=NC2=C1)C1=CC=C(C=C1)NC(CC=1C=NC(=CC1)OC)=O)OC N-(4-(7-((1-acetylpiperidin-4-yl)methoxy)-6-methoxyquinazolin-4-yl)phenyl)-2-(6-methoxypyridin-3-yl)acetamide